CC=1C=C(C=C2C=CC=NC12)CC(=O)O 2-(8-methylquinolin-6-yl)acetic acid